N-aminopropyl-pyridine chloride [Cl-].NCCCN1CC=CC=C1